Cl.C(C)OC(C(CCC1=CC=CC=C1)(C1=C(C=CC(=C1)C1=C2N=CN(C2=NC=N1)C(C)C)F)CN)=O 2-(aminomethyl)-2-(2-fluoro-5-(9-isopropyl-9H-purin-6-yl)phenyl)-4-phenylbutyric acid ethyl ester hydrochloride